3lambda6-thia-6-azabicyclo[3.1.1]heptane C12C[SH4]CC(N1)C2